Cl.C(C)N1C(=NC=C1)CN1N=CC(=C1)CN (1-((1-ethyl-1H-imidazol-2-yl)methyl)-1H-pyrazol-4-yl)methylamine hydrochloride